COC(=O)C1CCC(CC1)N1C(NC2=C1C=C(C=C2)F)=O 4-(6-fluoro-2-oxo-3H-benzimidazol-1-yl)cyclohexanecarboxylic acid methyl ester